4-((4-aminophenyl)thio)-2-ethylaniline NC1=CC=C(C=C1)SC1=CC(=C(N)C=C1)CC